1-((2S,4S)-4-((4-amino-7-methyl-5-(4-phenoxyphenyl)-7H-pyrrolo[2,3-d]pyrimidin-6-yl)ethynyl)-2-methylpiperidin-1-yl)prop-2-en-1-one NC=1C2=C(N=CN1)N(C(=C2C2=CC=C(C=C2)OC2=CC=CC=C2)C#C[C@@H]2C[C@@H](N(CC2)C(C=C)=O)C)C